N-(4-(4-(4-methylphenylsulfonylamino)phenyl)thiazol-2-yl)acetamide CC1=CC=C(C=C1)S(=O)(=O)NC1=CC=C(C=C1)C=1N=C(SC1)NC(C)=O